CC1(OB(OC1(C)C)C=1C=C(C=CC1)N1C(CCCC1)=O)C 1-[3-(4,4,5,5-tetramethyl-1,3,2-dioxaborolan-2-yl)phenyl]piperidin-2-one